2-((4-chloro-5-fluoro-2-(2-methoxy-7-methylquinoxalin-5-yl)benzo[d]thiazol-6-yl)oxy)ethyl (pyridin-2-ylmethyl)carbamate N1=C(C=CC=C1)CNC(OCCOC1=CC2=C(N=C(S2)C2=C3N=CC(=NC3=CC(=C2)C)OC)C(=C1F)Cl)=O